N-hydroxyethyl-2,2,6,6-tetramethyl-4-hydroxy-piperidyl succinate C(CCC(=O)[O-])(=O)OC1C(N(C(CC1O)(C)C)CCO)(C)C